4-iodo-3-methoxy-N-methyl-2-nitro-5-(trifluoromethyl)aniline IC1=C(C(=C(NC)C=C1C(F)(F)F)[N+](=O)[O-])OC